1-trimethylsilanyl-2,2-dimethoxy-1-aza-2-silacyclopentane C[Si](N1[Si](CCC1)(OC)OC)(C)C